C(C(C)C)(=O)OC1=C(C=CC=C1)CC(=O)OC(C(C)C)I 2-(2-(1-iodo-2-methylpropoxy)-2-oxoethyl)phenyl isobutyrate